N[C@](C(=O)OC)(C)C1=NC=CC(=C1)Br |r| methyl rac-2-amino-2-(4-bromopyridin-2-yl)propanoate